O=C1NC(CCC1C1=NN(C2=C(C(=CC=C12)N1CCNCC1)C)C)=O 4-(3-(2,6-dioxopiperidin-3-yl)-1,7-dimethyl-1H-indazol-6-yl)piperazin